C1(CCCCC1)C=1C=CC(=NC1)CNC=1C=C2C(N(C(C2=CC1)=O)COCC[Si](C)(C)C)=O 5-(((5-cyclohexylpyridin-2-yl)methyl)amino)-2-((2-(trimethylsilyl)ethoxy)methyl)isoindoline-1,3-dione